C1(=CC=CC=C1)CCCO 3-phenyl-propan-1-ol